ClC1=CC(=C(COC2=NC=CC(=C2)C=2CCN(CC2)CC2=NC3=C(N2C[C@H]2OCC2)C=C(C=C3)C(=O)O)C=C1)F (S)-2-((2'-((4-chloro-2-fluorobenzyl)oxy)-3,6-dihydro[4,4'-bipyridin]-1(2H)-yl)methyl)-1-(oxetan-2-ylmethyl)-1H-benzo[d]imidazole-6-carboxylic acid